2-(diaminophenyl)benzimidazol-5-amine NC=1C(=C(C=CC1)C=1NC2=C(N1)C=CC(=C2)N)N